CNC=1N=CC(=C2C=C(N=CC12)NC(=O)C1CC1)N1CC=2C=NC=CC2C1=O N-(8-(methylamino)-5-(1-oxo-1,3-dihydro-2H-pyrrolo[3,4-C]pyridin-2-yl)-2,7-naphthyridin-3-yl)cyclopropanecarboxamide